CN([C@H]1C=C2CC[C@H]3[C@@H]4CC=C([C@@]4(C)CC([C@@H]3[C@]2(CC1)C)=O)C1=C2C=CN=CC2=CC=C1)C 3α-dimethylamino-17-(isoquinolin-5-yl)-androst-4,16-dien-11-one